3-(2-furyl)-2-octyl acrylate C(C=C)(=O)OC(C)C(CCCCC)C=1OC=CC1